dimethyl ((phenylmethylene)bis(4,1-phenylene)) biscarbonate C(OC)(OC1=CC=C(C=C1)C(C1=CC=C(C=C1)OC(OC)=O)C1=CC=CC=C1)=O